FC1=C(C(=CC=C1)F)C1=CC(=CC=C1)N 2',6'-difluoro-[1,1'-biphenyl]-3-amine